(3-chloropropyl)trimethylammonium chloride [Cl-].ClCCC[N+](C)(C)C